6-Chloro-N-[(3S)-9-fluoro-2-oxo-5-phenyl-1,3-dihydro-1,4-benzodiazepine-3-Yl]-2-(2-fluorophenyl)imidazo[1,2-b]pyridazine-3-carboxamide ClC=1C=CC=2N(N1)C(=C(N2)C2=C(C=CC=C2)F)C(=O)N[C@@H]2C(NC1=C(C(=N2)C2=CC=CC=C2)C=CC=C1F)=O